2,5-dimethylfuran-3,4-dicarboxylic acid CC=1OC(=C(C1C(=O)O)C(=O)O)C